N[C@@H](C(=O)N1CCN(CC1)C=1C2=C(N=CN1)[C@H](C[C@H]2C)O)CC2=CC=C(C=C2)F (R)-2-amino-3-(4-fluorophenyl)-1-(4-((5R,7S)-7-hydroxy-5-methyl-6,7-dihydro-5H-cyclopenta[d]pyrimidin-4-yl)piperazin-1-yl)propan-1-one